3,6-diamino-2,7,10-trimethyl-9-phenylacridine NC=1C(=CC=2C(C3=CC(=C(C=C3N(C2C1)C)N)C)C1=CC=CC=C1)C